C(C)C(CSC1=CC=C(C=C1)C(=O)C1=CC=C(C=C1)SCC(CCCC)CC)CCCC bis(4-(2-ethylhexylthio)phenyl)methanone